OCCNC(OC1CCC(CC1)C(N(CC12CCC(CC1)(CC2)C2=CC(=C(C=C2)OC)C)C2=CC(=CC=C2)C=2C=NN(C2)C2CC2)=O)=O 4-((3-(1-Cyclopropyl-1H-pyrazol-4-yl)phenyl)((4-(4-methoxy-3-methylphenyl)bicyclo[2.2.2]octan-1-yl)methyl)carbamoyl)cyclohexyl (2-hydroxyethyl)trans-carbamate